NC1=C2C(=NC=N1)N(N=C2C2=NOC(=C2C2=NC=CC=C2)C2CC2)C2CC(C2)C(=O)NCCCCCCCCCCNC2=CC(=CC=C2)[C@@H]2C(NC(CC2)=O)=O (1r,3r)-3-{4-amino-3-[5-cyclopropyl-4-(pyridin-2-yl)-1,2-oxazol-3-yl]-1H-pyrazolo[3,4-d]pyrimidin-1-yl}-N-(10-{[3-(2,6-dioxopiperidin-3-yl)phenyl]amino}decyl)cyclobutane-1-carboxamide